BrC1=CN(C2=NC=C3C(=C21)C2(CCN(CC2)C(=O)OC(C)(C)C)C(N3C)=O)S(=O)(=O)C3=CC=CC=C3 tert-Butyl 1-bromo-6-methyl-7-oxo-3-(phenylsulfonyl)-6,7-dihydro-3H-spiro[dipyrrolo[2,3-b:3',2'-d]pyridine-8,4'-piperidine]-1'-carboxylate